2-(4-piperidinyl)propane-2-ol N1CCC(CC1)C(C)(C)O